OC1CC(NC1)C(=O)NC 4-hydroxy-N-methylpyrrolidine-2-carboxamide